Methyl 4-methoxy-1-(4-(methoxycarbonyl)-2-nitrophenyl)-1H-pyrrole-2-carboxylate COC=1C=C(N(C1)C1=C(C=C(C=C1)C(=O)OC)[N+](=O)[O-])C(=O)OC